C([O-])([O-])=O.[Ba+2].[Si](C)(C)(C(C)(C)C)OC1CCC(CC1)=O 4-(tert-butyldimethylsilyloxy)cyclohexane-1-one barium carbonate